BrC1=CC(=NC=C1)NC(CC1=CC=NC=C1)=O N-(4-bromopyridin-2-yl)-2-(pyridin-4-yl)acetamide